5-methoxyfuran-2(5H)-one COC1C=CC(O1)=O